[Si](C)(C)(C(C)(C)C)OC[C@@H](C1=CC=C(C=C1)C#C)NC(=O)[C@H]1N(C[C@@H](C1)O)C(=O)[C@H](C(C)(C)C)NC(CCCCC(=O)OC)=O methyl 6-[[(1S)-1-[(2S,4R)-2-[[(1R)-2-[tert-butyl(dimethyl)silyl]oxy-1-(4-ethynylphenyl)ethyl]carbamoyl]-4-hydroxy-pyrrolidine-1-carbonyl]-2,2-dimethyl-propyl]amino]-6-oxo-hexanoate